Cl.CC1(CC(CC1)C=1SC(=CN1)CN)C (2-(3,3-dimethylcyclopentyl)thiazol-5-yl)methanamine hydrochloride